N-((1-fluorocyclobutyl)methyl)-5-(3-(2,2-difluoroethyl)-2-methyl-3H-imidazo[4,5-b]pyridin-5-yl)pyrrolo[2,1-f][1,2,4]triazin-2-amine FC1(CCC1)CNC1=NN2C(C=N1)=C(C=C2)C2=CC=C1C(=N2)N(C(=N1)C)CC(F)F